C(C)(C)N(P(N(C(C)C)C(C)C)OCCCCCCCC)C(C)C N,N,N',N'-tetraisopropyl-1-octyloxyphosphanediamine